2,2,2-Trifluoroethyl 2-oxo-2-[rac-(2R,5S)-2-(6-methoxy-5-methyl-3-pyridyl)-5-methyl-1-piperidyl]acetate O=C(C(=O)OCC(F)(F)F)N1[C@H](CC[C@@H](C1)C)C=1C=NC(=C(C1)C)OC |r|